(S)-(1-(4,7,8-trichloroquinolin-2-yl)pyrrolidin-2-yl)methanol ClC1=CC(=NC2=C(C(=CC=C12)Cl)Cl)N1[C@@H](CCC1)CO